ClC=1C=C2C=NN(C2=CC1N1C2CN(C(C1)CC2)C2COC2)C=2C=NN(C2)C 2-(5-chloro-1-(1-methyl-1H-pyrazol-4-yl)-1H-indazol-6-yl)-5-(oxetan-3-yl)-2,5-diazabicyclo[2.2.2]octane